[Mn].CC=CC=CC methyl-pentadiene manganese